[N+](=O)([O-])C=1C(=C2C(=NC1)N(C=C2)S(=O)(=O)C2=CC=C(C)C=C2)NN2CCC(CC2)CC#N 2-(1-((5-nitro-1-p-toluenesulfonyl-1H-pyrrolo[2,3-b]pyridine-4-yl)amino)piperidine-4-yl)acetonitrile